ClC=1C=C(OC(C(=O)NC=2SC3=C(N2)C=C(C(=C3)OC)OC)C3=CC=C(C=C3)S(=O)(=O)CC)C=CC1 2-(3-Chloro-phenoxy)-N-(5,6-dimethoxy-benzothiazol-2-yl)-2-(4-ethanesulfonyl-phenyl)-acetamide